ClC=1C(=C(C=CC1)[C@@H](C(F)(F)F)NC=1C2=C(N=CN1)C=CC(=N2)O[C@@H]2CN(CC2)C(C=C)=O)F 1-((S)-3-((4-(((S)-1-(3-chloro-2-fluorophenyl)-2,2,2-trifluoroethyl)amino)pyrido[3,2-d]pyrimidin-6-yl)oxy)pyrrolidin-1-yl)prop-2-en-1-one